C1(=CC=CC=C1)C(CNC(=O)C=1SC=CC1)C1=CC=CC=C1 N-(2,2-diphenylethyl)thiophene-2-carboxamide